methyl 5-((tert-butoxycarbonyl) amino)-2-cyclopropylthiazole-4-carboxylate C(C)(C)(C)OC(=O)NC1=C(N=C(S1)C1CC1)C(=O)OC